neopentanediol boron [B].C(C(C)(C)C)(O)O